5-(4-cyclopropyl-2-fluorophenyl)-1-(oxetan-4-yl)-N-[(3S)-2-oxo-5-phenyl-1,3-dihydro-1,4-benzodiazepine-3-Yl]pyrazole-4-carboxamide C1(CC1)C1=CC(=C(C=C1)C1=C(C=NN1C1CCO1)C(=O)N[C@@H]1C(NC2=C(C(=N1)C1=CC=CC=C1)C=CC=C2)=O)F